S(=O)(=O)(O)O.NC1=CC=CC=C1 aniline monosulfate